OC=1C=CC=2C1N(CC2)C(=O)OC(C)(C)C racemic-tert-butyl (3aR,6S,6aS)-6-hydroxycyclopenta[b]pyrrole-1(2H)-carboxylate